tert-butyl 4-hydroxy-4-((4-(4-morpholino-7H-pyrrolo[2,3-d]pyrimidin-6-yl)phenyl)carbamoyl)piperidine-1-carboxylate OC1(CCN(CC1)C(=O)OC(C)(C)C)C(NC1=CC=C(C=C1)C1=CC2=C(N=CN=C2N2CCOCC2)N1)=O